NC=1C=C(C(C(F)(F)F)(C(F)(F)F)C2=CC=C(C=C2)C(C2=CC(=CC=C2)N)(C(F)(F)F)C(F)(F)F)C=CC1 1,4-bis(3-amino-α,α-di-trifluoromethylbenzyl)benzene